(S)-2-(3-(3-(4-bromophenyl)ureido)propanamido)-4-methylpentanoic acid BrC1=CC=C(C=C1)NC(NCCC(=O)N[C@H](C(=O)O)CC(C)C)=O